B([O-])([O-])O.B(O)(O)O.B(O)(O)O.B(O)(O)O.B(O)(O)O.[Mg+2].ClC=1C(=C(C(=CC1)F)[C@@H](NC(=O)[C@H]1C[C@H](CC1)C=1NC=CN1)C1CCCC1)F |&1:33,35| (1RS,3SR)-N-((S)-(3-chloro-2,6-difluorophenyl)(cyclopentyl)methyl)-3-(1H-imidazol-2-yl)cyclopentane-1-carboxamide magnesium pentaborate